C1(N(CCC2=CC=CC=C12)[C@H]1[C@@H](CN(CC1)C(=O)OC(C)(C)C)O)([2H])[2H] trans-tert-butyl 4-(3,4-dihydroisoquinolin-2(1H)-yl-1,1-d2)-3-hydroxypiperidine-1-carboxylate